4-(6-((5-Methoxy-7-methyl-1H-indol-4-yl)methyl)-6-azaspiro[2.5]octan-5-yl)-3-(methylamino)benzoic acid COC=1C(=C2C=CNC2=C(C1)C)CN1C(CC2(CC2)CC1)C1=C(C=C(C(=O)O)C=C1)NC